3-(2-cyano-3-(trifluoromethyl)phenoxy)phenyl-4,4,4-trifluorobutane-1-sulfonate C(#N)C1=C(OC=2C=C(C=CC2)OS(=O)(=O)CCCC(F)(F)F)C=CC=C1C(F)(F)F